C(C)OC(=O)C=1C2=C(N(N1)C1=CC=C(C=C1)CN1CCOCC1)C=1C=CC=C(C1S(C2)(=O)=O)C 6-Methyl-1-(4-(morpholinomethyl)phenyl)-1,4-dihydrothiochromeno[4,3-c]pyrazole-3-carboxylic acid ethyl ester 5,5-dioxide